COC=1C=CC2=C(NC(OC2=O)=O)C1 7-methoxy-2H-benzo[d][1,3]oxazine-2,4(1H)-dione